dihydro-[2,4'-bipyridine]-1'(2'H)-carboxylic acid tert-butyl ester C(C)(C)(C)OC(=O)N1CC=C(C=C1)C1NC=CC=C1